[C@@H]1(C[C@H](O)[C@H](O1)CO)N=[N+]=[N-] 2-deoxy-β-D-erythro-pentofuranosyl azide